2-(Benzyl((3-methyl-1H-pyrazol-5-yl)methyl)amino)ethan-1-ol C(C1=CC=CC=C1)N(CCO)CC1=CC(=NN1)C